OC=1C=C(C(=O)OCCCCCCCCC)C=CC1 nonyl 3-hydroxybenzoate